COC=1C(=CC(=C(C1)C(=N)NC)C)C(C(F)(F)F)(C1=CC=CC=C1)O [5-methoxy-2-methyl-4-(2,2,2-trifluoro-1-hydroxy-1-phenyl-ethyl)phenyl]-N-methyl-formamidine